CN1N=C2C=CC(=CC2=C1)C1=CC=C(N=N1)NCC1=CSC=2CN(CCC21)CC2CCOCC2 6-(2-methyl-2H-indazol-5-yl)-N-((6-((tetrahydro-2H-pyran-4-yl)methyl)-4,5,6,7-tetrahydrothieno[2,3-c]pyridin-3-yl)methyl)pyridazin-3-amine